ClC=1C=NN(C1)C1=CC(=NC=N1)N1CCC2(CCCC(N2C2=CC(=C(C=C2)F)F)=O)CC1 9-(6-(4-chloro-1H-pyrazol-1-yl)pyrimidin-4-yl)-1-(3,4-difluorophenyl)-1,9-diazaspiro[5.5]undecan-2-one